Methyl (S)-2-(1-hydroxy-1,3-dihydrobenzo[c][1,2]oxaborole-6-carboxamido)-3-(pyridin-4-yl)propanoate OB1OCC2=C1C=C(C=C2)C(=O)N[C@H](C(=O)OC)CC2=CC=NC=C2